CS(=O)(=O)C=1C=CC=NC1 5-(Methylsulfonyl)pyridin